P(=O)(OC=C)(OCC(F)(F)F)OCC(F)(F)F vinyl bis(2,2,2-trifluoroethyl) phosphate